S1C(=CC=C1CN)CN 5-thiophenedimethylamine